2-methoxybenzyl format C(=O)OCC1=C(C=CC=C1)OC